2-(1-Benzylpiperidin-4-yl)-4-phenylpyridazin-3(2H)-one hydrochloride Cl.C(C1=CC=CC=C1)N1CCC(CC1)N1N=CC=C(C1=O)C1=CC=CC=C1